tert-butyl N-[2-[2-(6-chloro-2-oxo-indolin-5-yl)sulfanylethoxy]ethyl]-N-methyl-carbamate ClC1=C(C=C2CC(NC2=C1)=O)SCCOCCN(C(OC(C)(C)C)=O)C